3-bromo-2-chloro-5-methylpyridine BrC=1C(=NC=C(C1)C)Cl